CN1CCN(CC1)C(=O)C=1C=C2C(=NC1)NC=C2C2=CC=1N(C=C2)N=CC1C(=O)NC1CCN(CC1)C 5-(5-(4-methylpiperazine-1-carbonyl)-1H-pyrrolo[2,3-b]pyridin-3-yl)-N-(1-methylpiperidin-4-yl)pyrazolo[1,5-a]pyridine-3-carboxamide